5-{(3S)-5-fluoro-7-hydroxy-3-[(3-methylbut-2-en-1-yl)amino]-3,4-dihydro-2H-1-benzothiopyran-6-yl}-1λ6,2,5-thiadiazolidin-1,3-dione FC1=C(C(=CC2=C1C[C@@H](CS2)NCC=C(C)C)O)N2CC(N[SH2]2=O)=O